[Na+].NC1=C2C(=C(C(=CC2=CC(=C1)S(=O)(=O)[O-])S(=O)(=O)O)N=NC1=CC=C(C=C1)N)O 5-amino-4-hydroxy-3-((4-aminophenyl)diazenyl)-7-sulfonatonaphthalene-2-sulfonic acid sodium